C(C1=CC=CC=C1)NC(=O)C=1C(=NC=C(C1)OC[C@H](C)NS(=O)(=O)C(F)(F)F)Cl N-benzyl-2-chloro-5-[(2S)-2-(trifluoromethylsulfonylamino)propoxy]pyridine-3-carboxamide